6-chloro-8-fluoro-2-methyl-quinazolin-4-ol ClC=1C=C2C(=NC(=NC2=C(C1)F)C)O